OC1(CCC(CC1)NC(=O)C1=NC(=NC(=C1)C)N1C=NC=C1)C N-((1r,4r)-4-hydroxy-4-methylcyclohexyl)-2-(1H-imidazol-1-yl)-6-methyl-pyrimidine-4-carboxamide